methyl-2-((6-fluoro-2-methylpyridin-3-yl)oxy)-4-methyl-5-(trifluoromethyl)nicotinic acid methyl ester COC(C1=C(N=C(C(=C1C)C(F)(F)F)C)OC=1C(=NC(=CC1)F)C)=O